Tert-butyl (3S,5R)-3-fluoro-5-mercaptopiperidine-1-carboxylate F[C@@H]1CN(C[C@@H](C1)S)C(=O)OC(C)(C)C